(R)-dimethyl 5-(1-benzyl-1H-naphtho[1,8-de][1,3,2]diazaborinin-2(3H)-yl)-4,7-dimethyl-6-phenethyl-1,3-dihydro-2H-indene-2,2-dicarboxylate C(C1=CC=CC=C1)N1B(NC2=C3C1=CC=CC3=CC=C2)C=2C(=C3CC(CC3=C(C2CCC2=CC=CC=C2)C)(C(=O)OC)C(=O)OC)C